Benzyl 5-(6-chloropyridazin-3-yl)-3,4-dihydropyridine-1(2H)-carboxylate ClC1=CC=C(N=N1)C=1CCCN(C1)C(=O)OCC1=CC=CC=C1